O1N=CC=C1C=1C=C(SC1)S(=O)(=O)N1CCN(CC1)C[C@H](C)NC1=NC=NC2=C(C=CC=C12)C(F)(F)F N-[(2S)-1-(4-{[4-(1,2-oxazol-5-yl)thiophen-2-yl]sulfonyl}piperazin-1-yl)propan-2-yl]-8-(trifluoromethyl)quinazolin-4-amine